CC(=CC(=O)[O-])CCC=C(C)C 3,7-dimethyl-2,6-octadienoat